ethylene glycol methacrylate C(C(=C)C)(=O)OCCO